ethylzinc acetoacetate C(CC(=O)C)(=O)[O-].C(C)[Zn+]